1-(3-(4-Bromophenyl)-1,2,4-oxadiazol-5-yl)-N,N-dimethylmethanamine BrC1=CC=C(C=C1)C1=NOC(=N1)CN(C)C